C(C)(C)(C)OC(=O)N1CCC(=CC1)C1=NC(=CC=C1)C(NC=1C(=NN(C1)C)C1=NC=CC=C1)=O 6-((1-methyl-3-(pyridin-2-yl)-1H-pyrazol-4-yl)carbamoyl)-3',6'-dihydro-[2,4'-bipyridine]-1'(2'H)-carboxylic acid tert-butyl ester